COC=1C=C2C(=NC=NC2=CC1OC)N1CCC(CCC1)S(=O)(=O)N (6,7-dimethoxyquinazolin-4-yl)azepane-4-sulfonamide